CN1N(C(N(C1=O)C)=O)C1=CC2=CN(N=C2C=C1)C=1C=NC=CC1 1,4-dimethyl-2-[2-(pyridin-3-yl)-2H-indazol-5-yl]-1,2,4-triazol-3,5-dione